(tert-ButyldiMethylsilyloxy)acetaldehyde [Si](C)(C)(C(C)(C)C)OCC=O